Trans-7-Hexadecene CCCCCC\C=C\CCCCCCCC